C1=CC=CC=2NC3=CC=CC=C3C(C12)C(=O)[O-] acridane-9-carboxylate